COC1=CC=C(C=C1)CN(C1=NC=CC=C1)CC1=CC=C(C=C1)OC N,N-bis[(4-methoxyphenyl)methyl]pyridin-2-amine